6-(2-chloro-3,5-dimethoxyphenyl)-N-(4-(4-cyclobutylpiperazin-1-yl)phenyl)-[1,2,4]triazolo[4',3':1,6]pyrido[2,3-d]pyrimidin-2-amine ClC1=C(C=C(C=C1OC)OC)C1=CC2=C(N=C(N=C2)NC2=CC=C(C=C2)N2CCN(CC2)C2CCC2)N2C1=NN=C2